CC1=NOC(=C1C1=CC=C(C=N1)C(C)O)C 1-(6-(3,5-Dimethylisoxazol-4-yl)pyridin-3-yl)ethanol